C1=C(C=C(C(=C1O)C2=C(C=C(C=C2OC3=C(C=C(C=C3OC4=C(C=C(C=C4O)O)O)O)O)O)O)O)O The molecule is a phlorotannin that consists of biphenyl-2,2',4,4',6-pentol substituted by a 2,4-dihydroxy-6-(2,4,6-trihydroxyphenoxy)phenoxy substituent at position 6'. Isolated from the marine brown alga Ecklonia cava, it exhibits anti-allergic, antioxidant and hypoglycemic activities. It has a role as a metabolite, an antioxidant, an anti-allergic agent and a hypoglycemic agent. It is a phlorotannin and an aromatic ether. It derives from a phloroglucinol.